C(C)(C)(C)NC(CC=1N=CSC1)=O 4-[2-(tert-Butylamino)-2-oxoethyl]-1,3-thiazol